(E)-2-(thiophen-2-ylmethylene)butanenitrile S1C(=CC=C1)\C=C(\C#N)/CC